ClC1=C(C(=C(C=C1)NC(=O)NC1=CC(=CC=C1)F)F)C(=O)C=1C=C2N=C(C=NC2=CC1)C#N 1-(4-chloro-3-(3-cyanoquinoxaline-6-carbonyl)-2-fluorophenyl)-3-(3-fluorophenyl)urea